4-amino-6-(2-(8-methoxy-1-methyl-7-phenyl-[1,2,4]triazolo[4,3-a]quinolin-4-yl)pyrrolidin-1-yl)pyrimidine-5-carbonitrile NC1=NC=NC(=C1C#N)N1C(CCC1)C=1C=2N(C3=CC(=C(C=C3C1)C1=CC=CC=C1)OC)C(=NN2)C